(1S,2R)-1-(2-cyanophenyl)-1-(1-(2-morpholinoethyl)-1H-pyrazol-4-yl)propan C(#N)C1=C(C=CC=C1)[C@H](CC)C=1C=NN(C1)CCN1CCOCC1